Amino-2-indanol NC1C(CC2=CC=CC=C12)O